(S)-N-(1-(4-Bromophenyl)-2,2,2-trifluoroethyl)-N,3-dimethylazetidine-3-carboxamide hydrochloride Cl.BrC1=CC=C(C=C1)[C@@H](C(F)(F)F)N(C(=O)C1(CNC1)C)C